propylhexyl-amine C(CC)NCCCCCC